C1(=CC(=CC=C1)NC(C1=NC=CC=C1)=O)C N-(m-tolyl)picolinamid